N-(3-(7-Fluoro-5-oxo-1-thioxo-1,2-dihydro-[1,2,4]triazolo[4,3-a]quinazolin-4(5H)-yl)propyl)-4-sulfamoylbutanamide FC=1C=C2C(N(C=3N(C2=CC1)C(NN3)=S)CCCNC(CCCS(N)(=O)=O)=O)=O